FC1=C(C=CC=C1)C1CC2(CN(C2)C(=O)C=2C=C3CN(C(C3=CC2)=O)C2C(NC(CC2)=O)=O)C1 3-(5-(6-(2-fluorophenyl)-2-azaspiro[3.3]heptane-2-carbonyl)-1-oxoisoindolin-2-yl)piperidine-2,6-dione